Cl.FC(C1(CC1)N)(F)F 1-(trifluoromethyl)cyclopropan-1-amine hydrochloride